ClC1=C(C(=CC=C1F)Cl)C(C)OC=1C=C(C=CC1)C1=NC=C(C=N1)N 2-(3-(1-(2,6-dichloro-3-fluorophenyl)ethoxy)phenyl)pyrimidin-5-amine